1,3,5-benzenetriamine C1(=CC(=CC(=C1)N)N)N